2,2-dimethyl-1-benzyl-1,3-propanediol CC(C(O)CC1=CC=CC=C1)(CO)C